ethyl 2-[[tert-butoxycarbonyl-(6-cyclopropyl-3-ethylsulfonyl-pyrazolo[1,5-a]pyridin-2-yl)amino]methyl]-5-(trifluoromethyl)pyridine-3-carboxylate C(C)(C)(C)OC(=O)N(C1=NN2C(C=CC(=C2)C2CC2)=C1S(=O)(=O)CC)CC1=NC=C(C=C1C(=O)OCC)C(F)(F)F